CC1=C(C(=NO1)C=1C=NC(=CC1)C)COC1=CC=C(N=N1)C(=O)N[C@H]1C[C@H]2CC[C@H]1O2 6-((5-Methyl-3-(6-methyl-3-pyridyl)isoxazol-4-yl)methoxy)-N-((1R,3S,4R)-7-oxabicyclo[2.2.1]heptan-3-yl)pyridazin-3-carboxamid